C1(=CC=CC=C1)OC(CCC\C=C/C[C@H]1[C@H]([C@@H](CC1=O)OCC1=CC=CC=C1)\C=C\C(C(CCCC)(F)F)=O)=O (Z)-7-((1s,2r,3r)-3-(benzyloxy)-2-((E)-4,4-difluoro-3-oxooct-1-en-1-yl)-5-oxocyclopentyl)hept-5-enoic acid phenyl ester